C1CCC2=C(C=3CCCC3C=C12)NC(=O)OC(C(=O)OCC)CN1C(=NC=C1)C Ethyl 2-{[(1,2,3,5,6,7-hexahydro-s-indacen-4-yl)carbamoyl]oxy}-3-(2-methyl-1H-imidazol-1-yl)propanoate